(S)-quinuclidin-3-yl-8-(4-fluorophenyl)-5,6-dihydrotetrazolo[1,5-a]pyrazine N12CC(C(CC1)CC2)[C@H]2CN=C(C=1N2N=NN1)C1=CC=C(C=C1)F